4-(3-chloro-7-(2-(1-cyclopropyl-1H-pyrazol-4-yl)tetrahydro-2H-pyran-4-yl)-2-methyl-4-oxo-4H-pyrazino[1,2-a]pyrimidin-9-yl)benzonitrile ClC1=C(N=C2N(C1=O)C=C(N=C2C2=CC=C(C#N)C=C2)C2CC(OCC2)C=2C=NN(C2)C2CC2)C